2'-fluoro-4-methoxy-3'-(methoxycarbonyl)-[1,1'-biphenyl]-3-carboxylic acid FC1=C(C=CC=C1C(=O)OC)C1=CC(=C(C=C1)OC)C(=O)O